ClC1=CN=C(N1)C(=O)O 5-chloro-1H-imidazole-2-carboxylic acid